FC1=CC=C(C=C1)N1N=CC(=C1)S(=O)(=O)NC1=C(C(=O)OC)C=C(C=C1)OC1CN(C1)CC1=CC(=C(C=C1)NS(=O)(=O)C=1C=NN(C1)C1=CC=C(C=C1)F)C(=O)OC methyl 2-(1-(4-fluorophenyl)-1H-pyrazole-4-sulfonamido)-5-((1-(4-(1-(4-fluorophenyl)-1H-pyrazole-4-sulfonamido)-3-(methoxycarbonyl)benzyl)azetidin-3-yl)oxy)benzoate